ClC1=CC(=C(COC2=CC=CC(=N2)N2CC3=C(C2)CN(C3)CC3=NC2=C(N3C[C@H]3OCC3)C=C(C=C2)C(=O)OC)C=C1)F methyl (S)-2-((5-(6-((4-chloro-2-fluorobenzyl)oxy)pyridin-2-yl)-3,4,5,6-tetrahydropyrrolo[3,4-c]pyrrol-2(1H)-yl)methyl)-1-(oxetan-2-ylmethyl)-1H-benzo[d]imidazole-6-carboxylate